(R)-5-((5-(3-(2,2-Difluoroethyl)-2-methyl-3H-imidazo[4,5-b]pyridin-5-yl)pyrrolo[2,1-f][1,2,4]triazin-2-yl)amino)piperidin-2-one FC(CN1C(=NC=2C1=NC(=CC2)C=2C=CN1N=C(N=CC12)N[C@@H]1CCC(NC1)=O)C)F